FC=1C(=NC=CC1CN1C[C@H](CC1)CO)C=1C=C2CN(C(C2=CC1)=O)C1C(NC(CC1)=O)=O 3-(5-(3-fluoro-4-(((S)-3-(hydroxymethyl)pyrrolidin-1-yl)methyl)pyridin-2-yl)-1-oxoisoindolin-2-yl)piperidine-2,6-dione